C1(CCC1)N1CC2=C3C(C=CC3=C3C(C=C2)=CC=NN3)=N1 4-cyclobutyl-5,11-dihydro-4H-3,4,10,11-tetraazadibenzo[cd,h]azulene